1-((1-(3-methoxypropyl)cyclohexyl)methyl)-5-methyl-1H-pyrazole COCCCC1(CCCCC1)CN1N=CC=C1C